7-(1-Cyclopentylethoxy)-5-fluoro-2-(((tetrahydro-2H-pyran-4-yl)thio)methyl)-5,6,7,8-tetrahydroquinazolin-4(3H)-one C1(CCCC1)C(C)OC1CC(C=2C(NC(=NC2C1)CSC1CCOCC1)=O)F